bis(2-pentylheptyl)11-(2-(diethylamino)ethyl)-5,17-diheptyl-7,15-dioxo-6,8,14,16-tetraoxa-11-azahenicosandioate C(CCCC)C(COC(CCCC(OC(OCCN(CCOC(OC(CCCC(=O)OCC(CCCCC)CCCCC)CCCCCCC)=O)CCN(CC)CC)=O)CCCCCCC)=O)CCCCC